(2,2'-diphenyl-vinyl)-1,1'-biphenyl C1(=CC=CC=C1)C(=CC1=C(C=CC=C1)C1=CC=CC=C1)C1=CC=CC=C1